(R)-N-(3,3-difluoro-1-methylcyclobutyl)-3-(5-(difluoromethoxy)-2-methylpyridin-3-yl)-1-isopropyl-4,5,6,7-tetrahydro-1H-indazole-6-carboxamide FC1(CC(C1)(C)NC(=O)[C@@H]1CCC=2C(=NN(C2C1)C(C)C)C=1C(=NC=C(C1)OC(F)F)C)F